1,1'-Oxydibenzene O(C1=CC=CC=C1)C1=CC=CC=C1